11-ferrocenyl-bromoundecane methyl-3-(benzyloxy)-4-oxo-5-((2,4,6-trifluorobenzyl)carbamoyl)-4H-pyran-2-carboxylate COC(=O)C=1OC=C(C(C1OCC1=CC=CC=C1)=O)C(NCC1=C(C=C(C=C1F)F)F)=O.[C-]1(C=CC=C1)CCCCCCCCCCCBr.[CH-]1C=CC=C1.[Fe+2]